5-(2-chlorophenyl)pyrrolidine ClC1=C(C=CC=C1)C1CCCN1